(3R)-4-{5-fluoro-2-[1-fluoro-3-methyl-6-(1-{4-methyl-1-[(3R)-4-methylmorpholin-3-yl]pentan-3-yl}azetidin-3-yl)imidazo[1,5-a]pyridin-8-yl]benzoyl}-3-methylmorpholine FC=1C=CC(=C(C(=O)N2[C@@H](COCC2)C)C1)C=1C=2N(C=C(C1)C1CN(C1)C(CC[C@H]1N(CCOC1)C)C(C)C)C(=NC2F)C